FC=1C=C(C=C(C1)F)CC(C)O (3,5-difluorophenyl)propan-2-ol